4-(4-Fluoro-phenyl)-2-methoxy-5H-indeno[1,2-b]pyridine-3-carbonitrile FC1=CC=C(C=C1)C1=C2C(=NC(=C1C#N)OC)C1=CC=CC=C1C2